(R)-4-(8-(4-bromo-3-(trifluoromethyl)benzoyl)-2-fluoro-3-isobutyl-7-methyl-5-oxo-6,7,8,9-tetrahydropyrazolo[1,5-a]pyrido[4,3-e]pyrimidin-4(5H)-yl)-N-methylbenzamide BrC1=C(C=C(C(=O)N2CC3=C(C(N(C=4N3N=C(C4CC(C)C)F)C4=CC=C(C(=O)NC)C=C4)=O)C[C@H]2C)C=C1)C(F)(F)F